N6-(5-fluoro-2-pyridyl)-1,3-benzothiazole-2,6-diamine FC=1C=CC(=NC1)NC1=CC2=C(N=C(S2)N)C=C1